(tricyclohexylphosphine) ruthenium (II) dichloride [Ru](Cl)Cl.C1(CCCCC1)P(C1CCCCC1)C1CCCCC1